NC1=C(C=C(C=N1)C=1C=C2N(N1)CC[C@]21CN(CC1)C(=O)NC1(CCCCC1)C1=CC=CC=C1)C(F)(F)F |r| (rac)-2'-[6-amino-5-(trifluoromethyl)pyridin-3-yl]-N-(1-phenylcyclohexyl)-5',6'-dihydrospiro[pyrrolidine-3,4'-pyrrolo[1,2-b]pyrazole]-1-carboxamide